triphenylphosphine phosphonium tetrakis(phenyl)borate C1(=CC=CC=C1)[B-](C1=CC=CC=C1)(C1=CC=CC=C1)C1=CC=CC=C1.[PH4+].C1(=CC=CC=C1)P(C1=CC=CC=C1)C1=CC=CC=C1